[C@@H]12COC[C@H]2C1C1CN2C=3C(=C(SC3C(N1)=O)Br)CC(C2)(F)F 7-((1R,5S,6s)-3-oxabicyclo[3.1.0]hexan-6-yl)-2-bromo-4,4-difluoro-4,5,7,8-tetrahydro-3H-1-thia-5a,8-diazabenzo[cd]azulen-9(6H)-one